(1R,3S,4R)-N-((R)-1-cyano-2-((S)-2-oxopiperidin-3-yl)ethyl)-2-((2,5-difluorophenyl)-L-alanyl)-5,5-difluoro-2-azabicyclo[2.2.2]octane-3-carboxamide C(#N)[C@@H](C[C@H]1C(NCCC1)=O)NC(=O)[C@H]1N([C@H]2CC([C@@H]1CC2)(F)F)C([C@@H](NC2=C(C=CC(=C2)F)F)C)=O